OC(CCC1=NC2=CC=C(C=C2C=C1C(=O)N)C=1C=NNC1)C 3-hydroxybutyl-6-(1H-pyrazol-4-yl)quinoline-3-carboxamide